1,1-Dimethylethyl (1-{[4-(methylamino)-3-nitrophenyl]carbonyl}-3-piperidinyl)carbamate CNC1=C(C=C(C=C1)C(=O)N1CC(CCC1)NC(OC(C)(C)C)=O)[N+](=O)[O-]